N-(2-(3,3-dimethyl-2-(3-methylphenyl)cyclobut-1-en-1-yl)phenyl)acetamide CC1(C(=C(C1)C1=C(C=CC=C1)NC(C)=O)C1=CC(=CC=C1)C)C